pyrazoloPyridine N1N=CC2=C1C=CC=N2